C(C)(C)(C)OC(=O)NC(C[C@@H]1C(=O)NC(C1)=O)CCCCNC(=O)OC(C)(C)C (S)-2,6-di-t-butoxycarbonylaminohexanyl-succinimide